4-(difluoromethoxy)-1H-pyrrolo[3,2-c]pyridine FC(OC1=NC=CC2=C1C=CN2)F